4-((4-((6-(2-hydroxypropan-2-yl)pyridin-2-yl)amino)-5-methylthieno[2,3-d]pyrimidin-2-yl)amino)-2-methoxy-N-(1-methylpiperidin-4-yl)benzamide OC(C)(C)C1=CC=CC(=N1)NC=1C2=C(N=C(N1)NC1=CC(=C(C(=O)NC3CCN(CC3)C)C=C1)OC)SC=C2C